ClC1=C(C=CC(=C1)Cl)COC1=CC=2C3=C(NC2C=C1)CCN(C3)CC3=NC1=C(N3C[C@H]3OCC3)C=C(C=C1)C(=O)O 2-({8-[(2,4-dichlorophenyl)methoxy]-1H,2H,3H,4H,5H-pyrido[4,3-b]indol-2-yl}methyl)-1-{[(2S)-oxetan-2-yl]methyl}-1H-1,3-benzodiazole-6-carboxylic acid